6'-(((1S,3S)-3-([1,2,4]triazolo[1,5-a]pyridin-2-ylamino)cyclopentyl)amino)-2H-[1,3'-bipyridine]-2-one N=1C(=NN2C1C=CC=C2)N[C@@H]2C[C@H](CC2)NC2=CC=C(C=N2)N2C(C=CC=C2)=O